9-oxo-9,11-seco-5beta-cholestan-2beta,3alpha,6beta,11,19-pentol C[C@H](CCCC(C)C)[C@H]1CC[C@H]([C@]1(C)CCO)[C@@H]2C[C@H]([C@@H]3C[C@@H]([C@H](C[C@@]3(C2=O)CO)O)O)O